N-(4-Chlorobenzo[c]isoxazol-3-yl)quinoxaline ClC1=CC=CC2=NOC(=C21)N2CC=NC1=CC=CC=C21